[1-(3-Chloroanilino)-5-methylisoquinolin-4-yl]-piperidin-1-ylmethanone ClC=1C=C(NC2=NC=C(C3=C(C=CC=C23)C)C(=O)N2CCCCC2)C=CC1